C1(=CC=CC=C1)C1=CC(=NC=C1)C1=NC(=NO1)[C@H]1CN(CC1)C#N (R)-3-(5-(4-phenylpyridin-2-yl)-1,2,4-oxadiazol-3-yl)pyrrolidine-1-carbonitrile